2-(3-(trifluoromethoxy)phenyl)thiazole-5-carbaldehyde FC(OC=1C=C(C=CC1)C=1SC(=CN1)C=O)(F)F